ClC1=CC(=C(C=O)C=C1)OC1CC1 4-chloro-2-cyclopropoxybenzaldehyde